2-[4-(4-chlorobenzoyl)phenoxy]-2-methylpropanoic acid ClC1=CC=C(C(=O)C2=CC=C(OC(C(=O)O)(C)C)C=C2)C=C1